P(O)(=O)(OP(=O)(O)OP(=O)(O)O)OC[C@@H]1[C@H]([C@H]([C@@](O1)(N1C=NC=2C(N)=NC=NC12)C(C1=CC=C(C=C1)C(C1=CC=CC=C1)=O)=O)O)O (4-benzoylbenzoyl) adenosine-5'-triphosphate